FC1=C(C(=CC=C1)C)N1CCC(CC1)N1C(N(C=2C(C1)=CN(N2)C)CC2=C(N=C(S2)C)C(F)(F)F)=O 5-[1-(2-Fluoro-6-methyl-phenyl)-piperidin-4-yl]-2-methyl-7-(2-methyl-4-trifluoromethyl-thiazol-5-ylmethyl)-2,4,5,7-tetrahydro-pyrazolo[3,4-d]pyrimidin-6-one